(5RS,8RS)-2-(2,4-Difluorobenzyl)-8-methyl-3-oxo-2,3,5,6,7,8-hexahydro[1,2,4]triazolo[4,3-a]pyridin FC1=C(CN2N=C3N(CCC[C@H]3C)C2=O)C=CC(=C1)F |r|